NC1=NNC2=CC=CC(=C12)C=1C=C(SC1)C(CCC(=O)O)=O 4-(4-(3-amino-1H-indazol-4-yl)thiophen-2-yl)-4-oxobutyric acid